N=1NN=NC1C1=C(C=C(C=C1)C1=CC=CC=C1)C1=CC=C(C=N1)CN(C(CCCC)=O)[C@H](C(=O)O)C(C)C (S)-2-(N-((6-(4-(2H-Tetrazol-5-yl)-[1,1'-biphenyl]-3-yl)pyridin-3-yl)methyl)pentanamido)-3-methylbutanoic Acid